dipicryl sulfide C=1(C([N+](=O)[O-])=CC([N+](=O)[O-])=CC1[N+](=O)[O-])SC1=C([N+](=O)[O-])C=C([N+](=O)[O-])C=C1[N+](=O)[O-]